di(Triphenylphosphine) palladium dichloride [Pd](Cl)Cl.C1(=CC=CC=C1)P(C1=CC=CC=C1)C1=CC=CC=C1.C1(=CC=CC=C1)P(C1=CC=CC=C1)C1=CC=CC=C1